[Y].[Ti].[Al].[Cr].C1(CC1)S(=O)(=O)NC1=CC(=NC=C1)[C@H](CC1CCN(CC1)C)NC(=O)C=1SC(=CN1)C1=NC(=CN=C1)OCC (S)-N-(1-(4-(cyclopropanesulphonylamino)pyridin-2-yl)-2-(1-methylpiperidin-4-yl)ethyl)-5-(6-ethoxypyrazin-2-yl)thiazole-2-carboxamide chromium-aluminum-titanium-yttrium